[Br].C(CCCCCCCCCCCCCCC)N1C(N(C=C1)C)C 1-hexadecyl-2,3-dimethyl-imidazole bromine salt